N1(CCCC1)C1=CC=C(C=N1)N1CCN(CCC1)C(=O)OC(C)(C)C tert-butyl 4-(6-(pyrrolidin-1-yl)pyridin-3-yl)-1,4-diazepane-1-carboxylate